3-hydroxy-4-methoxy-4-methylpentanolide OC1CC(=O)OCC1(C)OC